[Cl-].ClSCl monochloro sulfide chloride